2-(((1R,3S,5S)-3-((S)-1-((tert-butoxycarbonyl)amino)-2-((1S,3S,5S)-3-cyano-2-azabicyclo[3.1.0]hexan-2-yl)-2-oxoethyl)adamantan-1-yl)oxy)ethyl methanesulfonate CS(=O)(=O)OCCOC12CC3(C[C@H](CC(C1)C3)C2)[C@@H](C(=O)N2[C@H]3C[C@H]3C[C@H]2C#N)NC(=O)OC(C)(C)C